OC1=C(C=CC=C1O)C1=NC2=C(N1CC1=C(C(=CC=C1)O)O)C=CC=C2 3-[[2-(2,3-dihydroxyphenyl)-1H-benzimidazol-1-yl]methyl]-1,2-benzenediol